C(=C)C1C(N(CC1)C=C)=O vinyl-(vinylpyrrolidone)